2,4-dioxo-4-pyridin-4-ylbutanoic acid O=C(C(=O)O)CC(C1=CC=NC=C1)=O